rac-(2R,3R)-8-(5-((tert-butyldimethylsilyl)oxy)pentyl)-8-azaspiro[4.5]-decane-2,3-diol [Si](C)(C)(C(C)(C)C)OCCCCCN1CCC2(C[C@H]([C@@H](C2)O)O)CC1 |r|